tert-butyl N-[4-(4-fluorophenyl)-2-[[4-(pyridazin-3-ylsulfonimidoyl)benzoyl]amino]phenyl]carbamate FC1=CC=C(C=C1)C1=CC(=C(C=C1)NC(OC(C)(C)C)=O)NC(C1=CC=C(C=C1)S(=O)(=N)C=1N=NC=CC1)=O